2-(2-propenyl)-acrolein C(C=C)C(C=O)=C